PerFormic Acid C(=O)OO